racemic-o-chloromandelic acid methyl ester COC([C@H](O)C1=C(C=CC=C1)Cl)=O |r|